C12CN(CC(CN(C1)CCCCCCCC(=O)OCCC(CCCCCCCC)CCCCCCCC)O2)CCCCCCCC(=O)OCCC(CCCCCCCC)CCCCCCCC bis(3-octylundecyl) 8,8'-(9-oxa-3,7-diazabicyclo[3.3.1]nonane-3,7-diyl)dioctanoate